bis-(3-butynyl) ethynylphosphite C(#C)P(OCCC#C)(OCCC#C)[O-]